NC1(COC(OC1)CCN(C1=CC=C(C#N)C=C1)CC1=CC(=C(C=C1)OC)F)CO 4-((2-((2r,5r)-5-amino-5-(hydroxymethyl)-1,3-dioxan-2-yl)ethyl)(3-fluoro-4-methoxybenzyl)amino)benzonitrile